N1=CC(=CC=C1)S(=O)(=O)N1C2=C(SCC1)C(=CN=C2)C2=CC=C(C#N)C=C2 4-(4-(pyridin-3-ylsulfonyl)-3,4-dihydro-2H-pyrido[4,3-b][1,4]thiazin-8-yl)benzonitrile